C(C)C1(N/C(/N(C(C1)=O)[C@@H]1[C@@H](COC2=CC=C(C=C12)C(N[C@H]1[C@@H](C(OC2=CC=CC=C12)(C)C)O)=O)COC)=N\C(OC(C)(C)C)=O)CC tert-butyl ((E)-4,4-diethyl-1-((3R,4R)-6-(((3S,4R)-3-hydroxy-2,2-dimethylchroman-4-yl)carbamoyl)-3-(methoxymethyl)chroman-4-yl)-6-oxotetrahydropyrimidin-2(1H)-ylidene)carbamate